12H-benzo[de]pyrano[3',4':6,7]indolizino[1,2-b]quinolin-9-yl N-(3-{2-[2-(2-aminoethoxy) ethoxy]ethoxy}propanoyl)-L-alpha-aspartyl-L-prolyl-L-valinate NCCOCCOCCOCCC(=O)N[C@@H](CC(O)=O)C(=O)N1[C@@H](CCC1)C(=O)N[C@@H](C(C)C)C(=O)OC=1COCC2=CN3C=C4C(=NC5=CC=CC=6C5=C4C=CC6)C3=CC21